2-hydrazino-2-(pyridin-3-yl)propionic acid ethyl ester C(C)OC(C(C)(C=1C=NC=CC1)NN)=O